C(=C)C(CCCCCCCC(C)(C)C)OC(CCCCCCCC(C)(C)C)C=C vinyl-trimethyl-nonylether